1,2-Didecanoyl-sn-glycero-3-phosphoglycerate C(CCCCCCCCC)(=O)OC[C@@H](OC(CCCCCCCCC)=O)COP(=O)(O)OC(C(=O)[O-])CO